3-(4,5-dihydroimidazolyl)propyl-triethoxysilane N1C(=NCC1)CCC[Si](OCC)(OCC)OCC